4-((1-(naphthalen-2-yl)-1h-indol-4-yl)methyl)morpholine C1=C(C=CC2=CC=CC=C12)N1C=CC2=C(C=CC=C12)CN1CCOCC1